NC1=NC2=C(C(=CC=3C=CC=NC23)C)N1C 2-amino-3,4-dimethyl-3H-imidazoquinoline